oxo-4'-phenyldispiro[cyclohexane-1,2'-pyrrolidine-3',3''-indoline] O=C1NC2=CC=CC=C2C12C1(NCC2C2=CC=CC=C2)CCCCC1